6-(cyclopropylmethoxy)-2-methylindole C1(CC1)COC1=CC=C2C=C(NC2=C1)C